(S)-3-Amino-1-(1-((5-cyanopyridin-2-yl)methyl)-1H-benzo[d]imidazol-2-yl)piperidin-3-carboxamid N[C@@]1(CN(CCC1)C1=NC2=C(N1CC1=NC=C(C=C1)C#N)C=CC=C2)C(=O)N